11β-Hydroxy-4-androstenedione O[C@@H]1[C@@H]2[C@]3(CCC(C=C3CC[C@H]2[C@@H]2CCC([C@@]2(C)C1)=O)=O)C